8-(4-Aminophenyl)-2-((2-methoxyphenyl)amino)5-((triisopropylsilyl)ethynyl)pyrido[2,3-d]pyrimidin-7(8H)-one NC1=CC=C(C=C1)N1C(C=C(C2=C1N=C(N=C2)NC2=C(C=CC=C2)OC)C#C[Si](C(C)C)(C(C)C)C(C)C)=O